CC(C#N)CNC=O methyl-beta-formamidopropionitrile